C1(CCC1)N(CCC(=O)NC=1C=C(C(=NC1)C)NC(=O)C1=NN=C2N1C=CC(=C2)C=2C=NN(C2)C)C2CCCC2 N-(5-(3-(cyclobutyl(cyclopentyl)amino)propanamido)-2-methylpyridin-3-yl)-7-(1-methyl-1H-pyrazol-4-yl)-[1,2,4]triazolo[4,3-a]pyridine-3-carboxamide